dihydro-3H-1,2,4-triazol-3-one N1NC(N=C1)=O